C(C)OC(=O)C1=NN(C(=C1C(C)=O)C)CC1=CC=C(C=C1)OC.C1(=CC(=CC=C1)C=CC(=O)N)C 3-(m-tolyl)acrylamide ethyl-4-acetyl-1-(4-methoxybenzyl)-5-methyl-1H-pyrazole-3-carboxylate